(+/-)-4-[3-(2,5-dimethoxyphenyl)-1,4-oxazepan-4-yl]-6-methyl-pyrimidin-2-amine COC1=C(C=C(C=C1)OC)[C@@H]1COCCCN1C1=NC(=NC(=C1)C)N |r|